C(C)(C)C=1C(=NNC1C=1C=C(C=2N(C1)N=CN2)OC)C=2SC(=C(N2)C)C2CCC(CC2)NCC2(CC2)S(=O)(=O)C 4-(2-(4-isopropyl-5-(8-methoxy-[1,2,4]triazolo[1,5-a]pyridin-6-yl)-1H-pyrazol-3-yl)-4-methylthiazol-5-yl)-N-((1-(methylsulfonyl)cyclopropyl)methyl)cyclohexan-1-amine